C(CCCCCC)C(CCCC(=O)OCC(COC(CCCCCCC\C=C/C\C=C/CCCCC)=O)CO)CCCCCCC.C(=C)C1=C(C=CC=C1)C=C o-divinyl-Benzene 3-((5-heptyldodecanoyl)oxy)-2-(hydroxymethyl)propyl-(9Z,12Z)-octadeca-9,12-dienoate